(2r,3r,4s,5r)-2-(4-aminopyrrolo[2,1-f][1,2,4]triazin-7-yl)-3,4-dihydroxy-5-(hydroxymethyl)oxolane-2-carbonitrile NC1=NC=NN2C1=CC=C2[C@@]2(O[C@@H]([C@H]([C@H]2O)O)CO)C#N